3-((5-methylpiperidin-3-yl)methoxy)-2-(trifluoromethyl)pyridine CC1CC(CNC1)COC=1C(=NC=CC1)C(F)(F)F